5-Methyl-2-(4-phenylbut-3-en-2-yl)pyridine CC=1C=CC(=NC1)C(C)C=CC1=CC=CC=C1